2-(6-{5-chloro-2-[(oxacyclohex-4-yl)amino]pyrimidin-4-yl}-1-oxo-2,3-dihydro-1H-isoindol-2-yl)-N-(3,3-difluoro-1-methylcyclobutyl)acetamide ClC=1C(=NC(=NC1)NC1CCOCC1)C1=CC=C2CN(C(C2=C1)=O)CC(=O)NC1(CC(C1)(F)F)C